N-((1-(2-(2,6-dioxopiperidin-3-yl)-1,3-dioxoisoquinolin-5-yl)piperidin-4-yl)methyl)-5-(4-((7-Ethyl-6-oxo-5,6-dihydro-1,5-naphthyridin-3-yl)methyl)piperazin-1-yl)pyridine-2-carboxamide O=C1NC(CCC1N1C(C2=CC=CC(=C2CC1=O)N1CCC(CC1)CNC(=O)C1=NC=C(C=C1)N1CCN(CC1)CC=1C=NC=2C=C(C(NC2C1)=O)CC)=O)=O